3-(4-methoxyphenyl)prop-2-enoate COC1=CC=C(C=C1)C=CC(=O)[O-]